FC(C(=O)[O-])(F)F.C(=O)(O)CC1=C(C=CC(=C1)F)NC(=O)C=1C=CC(=C(C1)NC(=O)C1=NN(C2=CC=CC=C12)CC[NH+]1CCOCC1)N1CCCCC1 4-(2-(3-((5-((2-(carboxymethyl)-4-fluorophenyl)carbamoyl)-2-(piperidin-1-yl)phenyl)carbamoyl)-1H-indazol-1-yl)ethyl)morpholin-4-ium 2,2,2-trifluoroacetate